(2S)-1-{4-[(2-{3-[(4-methanesulfonyl-2-methoxyphenyl)amino]prop-1-yn-1-yl}-1-(2,2,2-trifluoroethyl)-1H-indol-4-yl)amino]piperidin-1-yl}-3-methoxypropan-2-yl propanoate C(CC)(=O)O[C@@H](CN1CCC(CC1)NC1=C2C=C(N(C2=CC=C1)CC(F)(F)F)C#CCNC1=C(C=C(C=C1)S(=O)(=O)C)OC)COC